C(C)(=O)OC1=C(C=CC=C1)C=C 2-vinylphenyl acetate